COC1=C(C=C(C=N1)B(O)O)C (6-methoxy-5-methylpyridin-3-yl)boronic acid